C1(=CC=CC=C1)C1=CN=CCC2=C1C=C(C=C2)O 5-phenyl-1H-3-benzazepin-7-ol